CN(C(=O)NC)C#N 1,3-dimethylcyanourea